N1C=NC(=C1)C(=O)NCCOCCOCCOCCOCCC(=O)NCCN(CCCCCCCC(=O)OCCCCCCCCC)CCCCCCCC(=O)OC(CCCCCCCC)CCCCCCCC nonyl 8-[2-[3-[2-[2-[2-[2-(1H-imidazole-4-carbonylamino)ethoxy]ethoxy]ethoxy]ethoxy]propanoylamino]ethyl-[8-(1-octylnonoxy)-8-oxooctyl]amino]octanoate